ClC=1C=C(C(=C(C(=O)NN=C(C2=NC=CC=C2)C2=NC=CC=C2)C1)O)CN(C)C 5-chloro-N'-(di(pyridin-2-yl)methylene)-3-((dimethylamino)methyl)-2-hydroxybenzohydrazide